(2E)-3-(5,7-difluoro-1H-indazol-6-yl)-N-(5-fluoro-2,4-dimethylpyridin-3-yl)prop-2-enamide FC=1C=C2C=NNC2=C(C1/C=C/C(=O)NC=1C(=NC=C(C1C)F)C)F